Cl.C(C(C)C)C1=CC(=C(C#N)C=C1)C1CCNCC1 4-Isobutyl-2-(4-piperidyl)benzonitrile hydrochloride